racemic-1,3-dioxoisoindolin-2-yl (1S,2S)-2-(6-chloropyridin-3-yl)cyclopropane-1-carboxylate ClC1=CC=C(C=N1)[C@@H]1[C@H](C1)C(=O)ON1C(C2=CC=CC=C2C1=O)=O |r|